(4-((2-(2-(2-(3-(2-(3-((2,4-diamino-6-ethylpyrimidin-5-yl)oxy)propoxy)phenyl)propanamido)ethoxy)ethoxy)ethyl)carbamoyl)-2-methoxyphenyl)-5-neopentylpyrrolidine-2-carboxamide NC1=NC(=C(C(=N1)N)OCCCOC1=C(C=CC=C1)CCC(=O)NCCOCCOCCNC(=O)C1=CC(=C(C=C1)N1C(CCC1CC(C)(C)C)C(=O)N)OC)CC